(2S,4R)-1-(2-(3-acetyl-5-(2-methylpyrimidin-5-yl)-1H-pyrazolo[3,4-c]pyridin-1-yl)acetyl)-N-(6-bromo-3-methylpyridin-2-yl)-4-fluoropyrrolidine-2-carboxamide C(C)(=O)C1=NN(C2=CN=C(C=C21)C=2C=NC(=NC2)C)CC(=O)N2[C@@H](C[C@H](C2)F)C(=O)NC2=NC(=CC=C2C)Br